FC(C1=NOC(=C1)NC(=O)C1=NC=NC(=C1)C1=CC(=C(C=C1)Cl)Cl)(F)F 6-(3,4-Dichloro-phenyl)-pyrimidine-4-carboxylic (3-trifluoromethyl-isoxazol-5-yl)-amide